n-methyl-4-(propan-2-yl)aniline CNC1=CC=C(C=C1)C(C)C